1-(Cyclopropylmethyl)-7-methoxy-indole-2-carbaldehyde C1(CC1)CN1C(=CC2=CC=CC(=C12)OC)C=O